NC(C(C1=CC=CC=C1)OS(=O)(=O)C)=O methanesulfonic acid 2-amino-2-oxo-1-phenylethyl ester